C(C)(=O)N1CC2(CC2C1)N1C=C2C(=NN(C(C2=CC1=O)=O)C)N[C@H](C)C1=C(C(=CC=C1)C(F)F)F 6-(3-acetyl-3-azabicyclo[3.1.0]hexan-1-yl)-4-(((R)-1-(3-(difluoromethyl)-2-fluorophenyl)ethyl)amino)-2-methyl-2,6-dihydropyrido[3,4-d]pyridazine-1,7-dione